C1(CCCCC1)NC1=C(C=C(C=C1)S(=O)(=O)NC)C=1N=CN(C1)C(C)C 4-(cyclohexylamino)-3-(1-isopropyl-1H-imidazol-4-yl)-N-methylbenzenesulfonamide